C1(CCCCC1)C[C@@]1(C[C@H](CCCC1)C1=CC=C(C=C1)C(=O)OC)C(=O)O cis-1-(cyclohexylmethyl)-3-(4-(methoxycarbonyl)phenyl)cycloheptane-1-carboxylic acid